7-chloroimidazo[1,2-a]pyridine-2,3-dicarboxylic acid diethyl ester C(C)OC(=O)C=1N=C2N(C=CC(=C2)Cl)C1C(=O)OCC